FC[C@@H](CO)N1CCS(CC1)(=O)=O (R)-4-(1-fluoro-3-hydroxy-propan-2-yl)thiomorpholine 1,1-dioxide